C(C1=CC=CC=C1)C1=NN(C(=N1)C1CNCCO1)C1CCN(CC1)C 2-(3-benzyl-1-(1-methylpiperidin-4-yl)-1H-1,2,4-triazol-5-yl)morpholine